(E)-4'-(2-(4-(9H-carbazol-9-yl)phenyl)-1,2-diphenylvinyl)-[1,1'-biphenyl]-4-carbaldehyde C1=CC=CC=2C3=CC=CC=C3N(C12)C1=CC=C(C=C1)/C(=C(\C1=CC=CC=C1)/C1=CC=C(C=C1)C1=CC=C(C=C1)C=O)/C1=CC=CC=C1